N-(3-Methanesulfonylphenyl)-3-[2-methyl-4-(1,2-oxazol-4-yl)phenoxy]-6-(trifluoromethyl)pyridazine-4-carboxamide CS(=O)(=O)C=1C=C(C=CC1)NC(=O)C1=C(N=NC(=C1)C(F)(F)F)OC1=C(C=C(C=C1)C=1C=NOC1)C